N-(2-fluoro-4-((3aR,6aS)-hexahydropyrrolo[3,4-c]pyrrol-2(1H)-yl)phenyl)-7-methoxy-2-methylimidazo[1,2-a]pyridine-6-carboxamide FC1=C(C=CC(=C1)N1C[C@@H]2CNC[C@@H]2C1)NC(=O)C=1C(=CC=2N(C1)C=C(N2)C)OC